6-[2-(3-chloro-5-fluoro-anilino)-2-oxo-ethyl]-2,6-diazaspiro[3.3]heptane-2-carboxylate ClC=1C=C(NC(CN2CC3(CN(C3)C(=O)[O-])C2)=O)C=C(C1)F